COC(C1CCN(CC1)C1=C(C=C(C=C1)C=1C=2C=CC(=CC2CCC1C1CCOCC1)O)F)OC cis-5-(4-(4-(dimethoxymethyl)piperidin-1-yl)-3-fluorophenyl)-6-(tetrahydro-2H-pyran-4-yl)-7,8-dihydronaphthalene-2-ol